(1aS,7bR)-2-hydroxy-5-[(1-{[(2R)-morpholin-2-yl]acetyl}azetidin-3-yl)oxy]-1,1a,2,7b-tetrahydrocyclopropa[c][1,2]benzoxaborinine-4-carboxylic acid OB1OC2=C([C@H]3[C@@H]1C3)C=CC(=C2C(=O)O)OC2CN(C2)C(C[C@@H]2CNCCO2)=O